C1(CCC12CCNCC2)CNC2=NC=NC(=C2)N2CCOCC2 N-((7-azaspiro[3.5]nonan-1-yl)methyl)-6-morpholinopyrimidin-4-amine